((2,6-dimethyl-pyrimidin-4-yl)amino)-N-(2,2,2-trifluoroethoxy)nicotinamide CC1=NC(=CC(=N1)NC1=C(C(=O)NOCC(F)(F)F)C=CC=N1)C